tert-Butyl 3-((6-bromo-4-(trifluoromethyl)pyridin-2-yl)methoxy)azetidine-1-carboxylate BrC1=CC(=CC(=N1)COC1CN(C1)C(=O)OC(C)(C)C)C(F)(F)F